BrC=1C(=NN(C1)CC1COC1)C1=NC=C(C=C1)F 2-(4-bromo-1-(oxetan-3-ylmethyl)-1H-pyrazol-3-yl)-5-fluoropyridine